4-(5-(2-(cyclopropylsulfonyl)-4-((5-methyl-1-(tetrahydro-2H-pyran-2-yl)-1H-pyrazol-3-yl)amino)phenyl)thiophen-2-yl)cyclohex-3-en-1-ylcarbamate C1(CC1)S(=O)(=O)C1=C(C=CC(=C1)NC1=NN(C(=C1)C)C1OCCCC1)C1=CC=C(S1)C1=CCC(CC1)NC([O-])=O